4-fluoro-2-isopropyl-6-(1-methyl-1H-pyrazol-4-yl)aniline FC1=CC(=C(N)C(=C1)C=1C=NN(C1)C)C(C)C